FC=1C=CC(=NC1)N1C[C@@H](N(CC1)C(=O)OC(C)(C)C)C tert-butyl (S)-4-(5-fluoropyridin-2-yl)-2-methylpiperazine-1-carboxylate